O=C1NC(CCC1N1C(C2=CC=C(C=C2C1=O)N1CC(C1)CN1CCN(CC1)CC1CCN(CC1)C1=NC=NC(=C1)C1=NNC2=CC=C(C=C12)OC1(CC1)C)=O)=O 2-(2,6-dioxo-3-piperidyl)-5-[3-[[4-[[1-[6-[5-(1-methylcyclopropoxy)-1H-indazol-3-yl]pyrimidin-4-yl]-4-piperidyl]methyl]piperazin-1-yl]methyl]azetidin-1-yl]isoindoline-1,3-dione